N1(N=CC=C1)C(C)C1CCN(CC1)C1CC2(C1)CN(CC2)C(=O)OCC ethyl 2-{4-[1-(1H-pyrazol-1-yl)ethyl]piperidin-1-yl}-6-azaspiro[3.4]octane-6-carboxylate